ClC1=CC=C(C(=N1)S(=O)(=O)NCC1COC1)O[C@H](C)C=1C=C(C=C2C(C(=C(OC12)C1=CC=CC=C1)C)=O)C 6-Chloro-3-[(1R)-1-(3,6-dimethyl-4-oxo-2-phenyl-chromen-8-yl)ethoxy]-N-(oxetan-3-ylmethyl)pyridine-2-sulfonamide